N[C@H](C)C1=CC=C2C(=N1)N(C(=C2)C2=NC1=C(N2C2CC2)C(=CC(=C1)C(=O)OC)OC)CCCCCC1=NC(=CC=C1C(=O)O)Cl 2-[5-[6-[(1R)-1-aminoethyl]-2-(1-cyclopropyl-7-methoxy-5-methoxycarbonyl-benzimidazol-2-yl)pyrrolo[2,3-b]pyridin-1-yl]pentyl]-6-chloro-pyridine-3-carboxylic acid